2,2,4,6,7-pentamethyl-N-(methylcarbamothioyl)-2,3-dihydrobenzofuran-5-sulfonamide CC1(OC2=C(C1)C(=C(C(=C2C)C)S(=O)(=O)NC(NC)=S)C)C